triazolineone N1=NNC(C1)=O